NC1=CC(=C(OC=2C=C3CCN(C(C3=CC2)=O)C2=CC=C(C=C2)F)C(=C1)Cl)Cl 6-(4-amino-2,6-dichlorophenoxy)-2-(4-fluorophenyl)-3,4-dihydro-isoquinolin-1(2H)-one